(3R)-3-[2-bromo-6-(difluoromethoxy)phenyl]-11-chloro-2,7-diazatricyclo[6.4.0.0^{2,6}]dodeca-1(8),6,9,11-tetraen-5-amine BrC1=C(C(=CC=C1)OC(F)F)[C@@H]1N2C=3C=C(C=CC3N=C2C(C1)N)Cl